{3-[N,N-bis(tert-butyldimethylsilyl)amino]Propyl}methyldiethoxysilane [Si](C)(C)(C(C)(C)C)N([Si](C)(C)C(C)(C)C)CCC[Si](OCC)(OCC)C